BrC1=C(C=C(C=C1F)C1=NO[C@H](C1)CN)F 1-[(5R)-3-(4-bromo-3,5-difluorophenyl)-4,5-dihydro-1,2-oxazol-5-yl]methanamine